diethyl(methyl)(isobutyl)phosphonium hexafluorophosphate F[P-](F)(F)(F)(F)F.C(C)[P+](CC(C)C)(C)CC